6-Chloro-4-methylpyridazin-3-amine ClC1=CC(=C(N=N1)N)C